C(C)(C)(C)[C@@H]1[C@H](C1)C(=O)O |r| rac-(1S,2S)-2-tert-butylcyclopropane-1-carboxylic acid